C(#C)C1=CC(=C(C(=N1)C)C1=C(C2=C(N=CN=C2N)N1C)C1=NC=C(C=C1F)OC1=NC=CC(=N1)C)C 6-(6-ethynyl-2,4-dimethylpyridin-3-yl)-5-(3-fluoro-5-((4-methylpyrimidin-2-yl)oxy)pyridin-2-yl)-7-methyl-7H-pyrrolo[2,3-d]pyrimidin-4-amine